C(CCC)C1=NC2=C3N=C(C=CC3=CC=C2C=C1)CCCC L-2,9-dibutyl-1,10-phenanthroline